bis(naphthalen-2-yl)-N,N'-bis(phenyl)biphenyl-4,4'-diamine C1=C(C=CC2=CC=CC=C12)C=1C(=C(C=CC1NC1=CC=CC=C1)C1=CC=C(C=C1)NC1=CC=CC=C1)C1=CC2=CC=CC=C2C=C1